N-propyl-toluidine C(CC)NC=1C(=CC=CC1)C